COC(Cl)Cl dichloromethyl methyl ether